N-methyl-1,3-benzenedicarboxamide CNC(=O)C1=CC(=CC=C1)C(=O)N